1-(2-bromo-6-fluorophenyl)-3,5-dimethyl-1H-1,2,4-triazole BrC1=C(C(=CC=C1)F)N1N=C(N=C1C)C